C#CCCCCC.[Br] bromine heptyne